FC=1C(=C(C=C2CCN(CC12)C[C@H]1[C@@H](C1)C1=CC=NC=C1)O)N1CC(NS1(=O)=O)=O |r| 5-(8-fluoro-6-hydroxy-2-{[rac-(1R,2R)-2-(pyridin-4-yl)cyclopropyl]methyl}-1,2,3,4-tetrahydroisoquinolin-7-yl)-1λ6,2,5-thiadiazolidine-1,1,3-trione